5-{2-[(1-(2-amino-6-bromo-5-fluoro-1,3-benzodiazol-1-yl)-3-azabicyclo[3.2.1]octan-3-yl)ethoxy]-1-methylpyrazol-4-yl}-1-methyl-6-oxopyridine-3-carboxylic acid NC1=NC2=C(N1C13CN(CC(CC1)C3)CCON3N(C=C(C3)C3=CC(=CN(C3=O)C)C(=O)O)C)C=C(C(=C2)F)Br